N-(6-(1H-1,2,4-Triazol-1-yl)isoquinolin-3-yl)-2-(4-methylpiperazin-1-yl)Isonicotinamide N1(N=CN=C1)C=1C=C2C=C(N=CC2=CC1)NC(C1=CC(=NC=C1)N1CCN(CC1)C)=O